4-(3-bromo-4-fluorophenyl)-3-(4-((2-(S-ethylsulfinyl)ethyl)amino)-1,2,5-oxadiazol-3-yl)-1,2,4-oxadiazol-5(4H)-one BrC=1C=C(C=CC1F)N1C(=NOC1=O)C1=NON=C1NCCS(=O)CC